C(C)(C)(C)OC(CCCN(CCCC(=O)O)S(=O)(=O)C1=CC=C(C=C1)[N+](=O)[O-])=O 4-[(4-tert-butoxy-4-oxo-butyl)-(4-nitrophenyl)sulfonyl-amino]Butyric acid